2-(3,5-dimethylphenyl)quinazolin-4(3H)-one CC=1C=C(C=C(C1)C)C1=NC2=CC=CC=C2C(N1)=O